5-Bromo-2-[(1E)-[2-(1-methylcyclopropyl)hydrazin-1-ylidene]methyl]pyridine BrC=1C=CC(=NC1)/C=N/NC1(CC1)C